[I-].C(C)OC(CC(=O)N[N+]1=CC=CC=C1)=O 1-(3-ethoxy-3-oxopropionylamino)pyridin-1-ium iodide